FC1=CC(=C(OC=2C(=NC=NC2)N2CC3(C2)CCN(CC3)CC3CCC(CC3)NC(OC)=O)C=C1)C(N(C)C(C)C)=O methyl ((1r,4r)-4-((2-(5-(4-fluoro-2-(isopropyl(methyl)carbamoyl)phenoxy)pyrimidin-4-yl)-2,7-diazaspiro[3.5]nonan-7-yl)methyl)cyclohexyl)carbamate